COC=1C=C2CCC(C2=CC1)=O 5-methoxy-1-indanon